C1=CC=CC=2C3=CC=CC=C3C(C12)N([C@](C(=O)O)(CC1=CC=CC=C1)C)C(=O)OC (2S)-2-(9H-fluoren-9-yl-methoxycarbonylamino)-2-methyl-3-phenylpropanoic acid